selenolinic acid [Se]1C(=CCC1)C(=O)O